N[C@H](C(=O)NC1=C(C=C(C=C1)[C@@H]([C@H](C(=O)N1CCC(CC1)=C(F)F)NC(C(F)(F)F)=O)C)F)C1CCCCCC1 N-((2R,3S)-3-(4-((S)-2-amino-2-cycloheptylacetamido)-3-fluorophenyl)-1-(4-(difluoromethylene)piperidin-1-yl)-1-oxobutan-2-yl)-2,2,2-trifluoroacetamide